1-cyclopropyl-6-fluoro-7-(4-((5-(4-methoxybenzylideneamino)-2-thioxo-1,3,4-thiadiazol-3(2H)-yl)methyl)piperazin-1-yl)-4-oxo-1,4-dihydroquinoline-3-carboxylic acid C1(CC1)N1C=C(C(C2=CC(=C(C=C12)N1CCN(CC1)CN1C(SC(=N1)N=CC1=CC=C(C=C1)OC)=S)F)=O)C(=O)O